C1(CCC1)OC1=C(C=NC=C1)N 4-cyclobutoxypyridin-3-amine